FC(OC1=NN(C=C1C(=O)O)C)F.ClC1=C(CC=2NC=C(N2)C2=CC(=C(C=C2)Cl)Cl)C(=CC=C1)Cl 2-(2,6-Dichlorobenzyl)-4-(3,4-dichlorophenyl)imidazole 3-(difluoromethoxy)-1-methyl-1H-pyrazole-4-carboxylate